N-(3-(4-(2-chlorobenzamido)phenyl)-1-methyl-1H-pyrazol-5-yl)bicyclo[2.2.2]octane-2-carboxamide ClC1=C(C(=O)NC2=CC=C(C=C2)C2=NN(C(=C2)NC(=O)C2C3CCC(C2)CC3)C)C=CC=C1